N,N,N-trimethyl-N-2-hydroxypropylammonium hydroxide [OH-].C[N+](CC(C)O)(C)C